6-(2,6-dichloro-5-methylpyrimidin-4-yl)-3-(trifluoromethyl)-7,8-dihydro-5H-1,6-naphthyridine ClC1=NC(=C(C(=N1)N1CC=2C=C(C=NC2CC1)C(F)(F)F)C)Cl